C(C)OC(CNC1=C(C=CC=C1)C=1NC=CN1)OCC N-(2,2-diethoxyethyl)-2-(1H-imidazol-2-yl)aniline